ClC1=C(C=CC(=C1)Cl)C=1CCCC2=C(C1C1=CC=C(C=C1)\C=C\1/CN(CC1)C\C=C\C(=O)N(C)C)C=CC(=C2)C(=O)O 8-(2,4-dichlorophenyl)-9-(4-((Z)-(1-((E)-4-(dimethylamino)-4-oxobut-2-en-1-yl)pyrrolidin-3-ylidene)methyl)phenyl)-6,7-dihydro-5H-benzo[7]annulene-3-carboxylic acid